C1(=CC=CC=C1)C(CCCCCCC(C)C)P(OCCCCCCCC(C)C)(OCCCCCCCC(C)C)([O-])CCCCCCCC(C)C diisodecyl (phenyldiisodecyl phosphite)